FC=1C=C(C=CC1F)[C@H]([C@H]1O[C@H]([C@@H]([C@@H]1O)O)N1C=2NC=NC(C2N=C1)=NN)O (2R,3S,4R,5R)-2-((R)-(3,4-difluorophenyl)(hydroxy)methyl)-5-(6-hydrazineylidene-3,6-dihydro-9H-purin-9-yl)tetrahydrofuran-3,4-diol